3-(5-(4-((2,2-dimethylpyrrolidin-1-yl)methyl)-1-methyl-1H-pyrrolo[2,3-b]pyridin-6-yl)-1-oxoisoindolin-2-yl)piperidine-2,6-dione CC1(N(CCC1)CC1=C2C(=NC(=C1)C=1C=C3CN(C(C3=CC1)=O)C1C(NC(CC1)=O)=O)N(C=C2)C)C